di-tert-butyl (4-cyanophenyl)phosphonate C(#N)C1=CC=C(C=C1)P(OC(C)(C)C)(OC(C)(C)C)=O